C1(CCCCC1)C(C(=O)NC1CCCCC1)N1C(=NC2=C1C=CC=C2)C2=CC(=CC=C2)OC2=CC=CC=C2 2,N-dicyclohexyl-2-[2-(3-phenoxy-phenyl)-benzimidazol-1-yl]-acetamide